1-(6-(2,4-Dimethoxypyrimidin-5-yl)-4-((1S,2R)-2-isopropylcyclopropyl)pyridazin-3-yl)ethan COC1=NC=C(C(=N1)OC)C1=CC(=C(N=N1)CC)[C@@H]1[C@H](C1)C(C)C